O=C1[C@H]2N(C3=C(N1)C=C(C=N3)CN3CCN(CC3)C3=CC=C(C#N)C=C3)CCC2 (S)-4-(4-((6-oxo-5,6,6a,7,8,9-hexahydropyrido[3,2-e]pyrrolo[1,2-a]pyrazin-3-yl)methyl)piperazin-1-yl)benzonitrile